O=C(C(=O)N)N1[C@H](CC[C@@H](C1)C)C=1C=CC2=C(N=C(S2)C2CCN(CC2)C)C1 2-oxo-2-[(2R,5S)-5-methyl-2-[2-(1-methyl-4-piperidyl)-1,3-benzothiazol-5-yl]-1-piperidyl]acetamide